(tert-Butoxycarbonylamino)Cyclopropylcarboxylic acid C(C)(C)(C)OC(=O)NC1(CC1)C(=O)O